C(C=C)(=O)[NH2]=O acrylamide-N-oxide